(3S,4R)-3-ethyl-4-(3H-imidazo[1,2-a]pyrrolo[2,3]pyrazin-8-yl)-N-(2,2,2-trifluoroethyl)pyrrolidine-1-carboxamide C(C)[C@@H]1CN(C[C@@H]1C1=CN=C2N1C1=C(N=C2)NC=C1)C(=O)NCC(F)(F)F